6-Bromo-3-(1-methyl-1H-pyrazol-4-yl)-5-(3R)-3-piperidinylpyrazolo[1,5-a]pyrimidin-7-amine BrC=1C(=NC=2N(C1N)N=CC2C=2C=NN(C2)C)[C@H]2CNCCC2